C(C1=CC=CC=C1)N1C(N(N=C1)C1=CC=CC=C1)=O 4-benzyl-2-phenyl-2,4-dihydro-3H-1,2,4-triazol-3-one